2-methyl-4-acetylbenzonitrile CC1=C(C#N)C=CC(=C1)C(C)=O